PropaNoic Acid C(CC)(=O)O